tert-butyl (S)-((5-(4-(3-ethylmorpholino)-6-((isopropylsulfonyl)methyl)-pyrimidin-2-yl)-1-((2-(trimethylsilyl)ethoxy)methyl)-1H-pyrrolo[3,2-b]pyridin-2-yl)methyl)-(methyl)carbamate C(C)[C@H]1COCCN1C1=NC(=NC(=C1)CS(=O)(=O)C(C)C)C1=CC=C2C(=N1)C=C(N2COCC[Si](C)(C)C)CN(C(OC(C)(C)C)=O)C